4-((3-(4-((1-(tert-Butoxycarbonyl)piperidin-4-yl)amino)-1-(2,2,2-trifluoroethyl)-1H-indol-2-yl)prop-2-yn-1-yl)amino)-3-methoxybenzoic acid C(C)(C)(C)OC(=O)N1CCC(CC1)NC1=C2C=C(N(C2=CC=C1)CC(F)(F)F)C#CCNC1=C(C=C(C(=O)O)C=C1)OC